N-((S*)-1-(2-((S)-Amino(4,4-difluorocyclohexyl)methyl)imidazo[1,2-b]pyridazin-7-yl)-2-methylallyl)-2-(3,3-difluorocyclobutyl)acetamide N[C@H](C=1N=C2N(N=CC(=C2)[C@H](C(=C)C)NC(CC2CC(C2)(F)F)=O)C1)C1CCC(CC1)(F)F |o1:10|